7-(1-carboxyethyl)-5H-benzopyran C(=O)(O)C(C)C=1C=C2C(=CC=CO2)CC1